NC1=NC(=C(C=2N1N=C(N2)CN2N=NN=C2C2=NC=CC=C2)C2=CC(=NC=C2)N(C)C)C2=C(C#N)C=CC=C2 (5-amino-8-(2-(dimethylamino)pyridin-4-yl)-2-((5-(pyridin-2-yl)-1H-tetrazol-1-yl)methyl)-[1,2,4]triazolo[1,5-c]pyrimidin-7-yl)benzonitrile